N-[1H-imidazol-4-ylmethyl]-N-[2-(2-pyridinyl)ethyl]-N'-(2-pyridylmethyl)-1,3-xylylenediamine N1C=NC(=C1)CN(CC1=CC(=CC=C1)CNCC1=NC=CC=C1)CCC1=NC=CC=C1